FC1(CCN(CC1)C=1C=C2C(=CC=NC2=CC1)C(=O)O)F 6-(4,4-difluoropiperidin-1-yl)quinoline-4-carboxylic acid